OC1=C(C(=CC(=C1)\C=C/C(=O)O)O)[C@H]1[C@@H](CCC(=C1)C)C(=C)C (Z)-3-((1'R,2'R)-2,6-dihydroxy-5'-methyl-2'-(prop-1-en-2-yl)-1',2',3',4'-tetrahydro-[1,1'-biphenyl]-4-yl)acrylic acid